ClC=1C=CC(=C(C1)N1CON(CO1)C(C(=O)N)CC1=CC=CC=C1)N1N=NC(=C1)Cl 2-(4-(5-Chloro-2-(4-chloro-1H-1,2,3-triazol-1-yl)phenyl)-2,5-dioxapiperazin-1-yl)-3-phenylpropionamide